2-bromo-1-methyl-3-vinylbenzene BrC1=C(C=CC=C1C=C)C